Cl.FC1=C(C=CC(=C1)F)C1=C2CCO[C@H](C2=CC=C1)CNC (R)-1-(5-(2,4-difluorophenyl)isochroman-1-yl)-N-methylmethanamine hydrochloride